N-(1-cyano-2-ethylperoxyethyl)adamantane-1-carboxamide C(#N)C(COOCC)NC(=O)C12CC3CC(CC(C1)C3)C2